2-(cyclobutylamino)-4-((1R,3R,4R)-3-hydroxy-4-methylcyclohexylamino)pyrimidine-5-carbonitrile C1(CCC1)NC1=NC=C(C(=N1)N[C@H]1C[C@H]([C@@H](CC1)C)O)C#N